BrC1=NC=C(C(=C1)N1N=CC(=C(C1=O)Cl)Cl)C 2-(2-bromo-5-methylpyridin-4-yl)-4,5-dichloropyridazin-3(2H)-one